C(C)(C)(C)C=1C=C(C=C(C1O)C(C)(C)C)CCC(=O)NC(CC)NC(CCC1=CC(=C(C(=C1)C(C)(C)C)O)C(C)(C)C)=O N,N'-bis(3-(3,5-di-t-butyl-4-hydroxyphenyl)propionyl)propanediamine